8-((1S,2S)-2-(difluoromethyl)cyclopropyl)-6-(2,4-dimethoxypyrimidin-5-yl)imidazo[1,2-b]Pyridazine-2-carboxylic acid FC([C@@H]1[C@H](C1)C=1C=2N(N=C(C1)C=1C(=NC(=NC1)OC)OC)C=C(N2)C(=O)O)F